7-bromo-3-methyl-4H-pyrido[1,2-a]pyrimidin-4-one BrC=1C=CC=2N(C(C(=CN2)C)=O)C1